(1R,4R)-4-((3-bromo-6,7-dihydrospiro[cyclopenta[d]pyrazolo[1,5-a]pyrimidine-5,1'-cyclopentane]-8-yl)amino)cyclohexanecarboxamide BrC=1C=NN2C1N=C1C(=C2NC2CCC(CC2)C(=O)N)CCC12CCCC2